(2-((2S,4S)-4-amino-2-(hydroxymethyl)pyrrolidin-1-yl)-4-(4-cyanopyridin-3-yl)phenyl)-6-(2-fluoro-6-methoxyphenyl)picolinamide N[C@H]1C[C@H](N(C1)C1=C(C=CC(=C1)C=1C=NC=CC1C#N)C=1C(=NC(=CC1)C1=C(C=CC=C1OC)F)C(=O)N)CO